CN(CCNC(C1=CC(=CC=C1)C1=C2C(=NC=C1)NN=C2C2=C(C=CC=C2)OC)=O)C N-(2-dimethylamino-ethyl)-3-[3-(2-methoxyphenyl)-1H-pyrazolo[3,4-b]pyridin-4-yl]benzamide